CN1C(C(OC(N2CCC3(OC(NC=4N=CC(C=CCOCCOCC1)=CC34)=O)CC2)=O)CC=2C=C3C=NNC3=C(C2)C)=O 9-methyl-7-[(7-methyl-1H-indazol-5-yl)methyl]-6,12,15,25-tetraoxa-4,9,21,23-tetraazatetracyclo[17.6.2.21,4.022,26]nonacosa-17,19(27),20,22(26)-tetraen-5,8,24-trione